C(C)C(C(=O)O)C(CCC)=O.O=C(CC(=O)OCC)CCC ethyl 3-oxohexanoate (Ethyl 3-oxohexanoate)